BrC=1C(=C(CC2N(C3CC(C2=NO)(C3)F)C(=O)OC(C)(C)C)C=CC1)F tert-Butyl 3-(3-bromo-2-fluorobenzyl)-5-fluoro-4-(hydroxyimino)-2-azabicyclo[3.1.1]heptane-2-carboxylate